NC1=NC=C(C#N)C(=C1)N1C[C@H](CC1)OC (S)-6-amino-4-(3-methoxypyrrolidin-1-yl)nicotinonitrile